FC1=C(CCN(C=2SC3=NC=CC=C3N2)CC2=CC=C(C=C2)C#CC(=O)O)C=CC(=C1)OC 3-(4-(((2-fluoro-4-methoxyphenethyl)(thiazolo[5,4-b]pyridin-2-yl)amino)methyl)phenyl)propiolic acid